CN(CC(=O)N1CCC(CC1)OC=1C=C2C(=C(NC2=CC1)C=1C=C(C=2N(C1)N=CN2)C)C(C)C)C 2-(Dimethylamino)-1-(4-((3-isopropyl-2-(8-methyl-[1,2,4]triazolo[1,5-a]pyridin-6-yl)-1H-indol-5-yl)oxy)piperidin-1-yl)ethan-1-on